tert-butyl N-(2-bromophenyl)carbamate BrC1=C(C=CC=C1)NC(OC(C)(C)C)=O